OC=1C(=C(C(=CC1)C)C=1C=2N(C3=CC(=NC=C3C1)NC(=O)C1CCC1)N=CN2)C N-(4-(3-hydroxy-2,6-dimethylphenyl)-[1,2,4]triazolo[1,5-a][1,6]naphthyridin-8-yl)cyclobutanecarboxamide